C(C1=CC=CC=C1)OC1=NC(=CC=C1C1=C(C=C(C=C1F)N1C[C@H](CC1)N1CCN(CC1)C(=O)OCC1=CC=CC=C1)F)OCC1=CC=CC=C1 benzyl (S)-4-(1-(4-(2,6-bis(benzyloxy)pyridin-3-yl)-3,5-difluorophenyl)pyrrolidin-3-yl)piperazine-1-carboxylate